F[C@@H]1CN(CC1)C1=NC=CC(=C1C=1NC(CN1)C)C1=CC=CC=C1 2-((S)-3-fluoropyrrolidin-1-yl)-3-(5-methyl-4,5-dihydro-1H-imidazol-2-yl)-4-phenylpyridine